NC[C@H]1NC([C@H](SCC1)C1=CC(=CC=C1)C1=CC(=C(C=C1)Cl)I)=O (2R,5S)-5-(aminomethyl)-2-[3-(4-chloro-3-iodo-phenyl)phenyl]-1,4-thiazepan-3-one